ClC1=C(C(=CC=C1)Cl)N1N=C(C(=N1)C(=O)N)NC1=CC=C(C=C1)C(=O)N1CCS(CC1)(=O)=N 2-(2,6-dichlorophenyl)-5-((4-(1-imino-1-oxidothiomorpholine-4-carbonyl)phenyl)amino)-2H-1,2,3-triazole-4-carboxamide